FC(CO)(C1=CC=CC=C1)F 2,2-Difluoro-2-phenylethanol